N-(1-naphthyl)phthalamic acid C1=CC=C2C(=C1)C=CC=C2NC(=O)C3=CC=CC=C3C(=O)O